1-acetyl-3,4-dimethylcyclohex-3-en-1-yl benzoate C(C1=CC=CC=C1)(=O)OC1(CC(=C(CC1)C)C)C(C)=O